6,9-bis(9'-phenylcarbazol-3-yl)carbazole C1(=CC=CC=C1)N1C2=CC=CC=C2C=2C=C(C=CC12)C=1C=C2C=3C=CC=CC3N(C2=CC1)C=1C=CC=2N(C3=CC=CC=C3C2C1)C1=CC=CC=C1